1,3-diphenyl-1H-pyrazol-5-amine C1(=CC=CC=C1)N1N=C(C=C1N)C1=CC=CC=C1